BrC1=CC(=C(OCC(CO)O)C=C1)OC 3-(4-bromo-2-methoxyphenoxy)propane-1,2-diol